4-((2-(2-(2-((3S,5S)-5-((S)-2-cyano-4,4-difluoropyrrolidine-1-carbonyl)-2-oxopyrrolidin-3-yl)acetyl)isoindoline-4-carboxamido)ethyl)amino)-4-oxobutanoic acid C(#N)[C@H]1N(CC(C1)(F)F)C(=O)[C@@H]1C[C@H](C(N1)=O)CC(=O)N1CC=2C=CC=C(C2C1)C(=O)NCCNC(CCC(=O)O)=O